C(C)C=1N=C2N(C=C(C=C2)N2CCN(CC2)C(=O)C2CCC(N2)=O)C1N(C)C=1SC=C(N1)C1=CC=C(C=C1)F 5-(4-(2-ethyl-3-((4-(4-fluorophenyl)thiazol-2-yl)(methyl)amino)imidazo[1,2-a]pyridin-6-yl)piperazine-1-carbonyl)pyrrolidin-2-one